titanium oxide ammonium oxalate C(C(=O)[O-])(=O)[O-].[NH4+].[O-2].[Ti+3]